4-methylene-7-(trifluoromethyl)isochromane methyl-hydroxyvalerate CC(C(=O)O)(CCC)O.C=C1COCC2=CC(=CC=C12)C(F)(F)F